octane-3(S)-carboxylic acid CC[C@@H](CCCCC)C(=O)O